(S)-5-(4-(6-chloropyrazolo[1,5-a]pyridin-2-yl)-4,5,6,7-tetrahydro-1H-imidazo[4,5-c]pyridine-5-carbonyl)oxazole-4-carbonitrile ClC=1C=CC=2N(C1)N=C(C2)[C@H]2N(CCC1=C2N=CN1)C(=O)C1=C(N=CO1)C#N